C1(CC1)CN1CC[C@]23CCN(CC[C@]2([C@H]1CC1=CC=C(C=C13)O)O)C(CC1=NC=CC=C1)=O 1-((5aS,6R,11bR)-14-(cyclopropylmethyl)-5a,10-dihydroxy-1,2,5,5a,6,7-hexahydro-6,11b-(epiminoethano)naphtho[1,2-d]azepin-3(4H)-yl)-2-(pyridin-2-yl)ethan-1-one